ClC=1C=NC(=NC1)N1CCC(CC1)CCCOC1=CC(=C(C=C1)CC(=O)N1CC(C1)CCC(=O)OCC)F Ethyl 3-(1-(2-(4-(3-(1-(5-chloropyrimidin-2-yl)piperidin-4-yl)propoxy)-2-fluorophenyl) acetyl)azetidin-3-yl)propanoate